C1[C@@H]([C@@H]([C@H](O1)CO)O)O 1-deoxyribose